2-Amino-5-(4-(((3S,4R)-3-hydroxy-4-((5-(trifluoromethyl)pyridin-2-yl)amino)piperidin-1-yl)sulfonyl)phenyl)nicotinamide NC1=C(C(=O)N)C=C(C=N1)C1=CC=C(C=C1)S(=O)(=O)N1C[C@@H]([C@@H](CC1)NC1=NC=C(C=C1)C(F)(F)F)O